N1(N=NC2=C1C=CC=C2)C2(COC2)N2CC1=CN=C(C=C1CC2)OCC2=C(N=NN2C=2C=NC(=CC2)C)C 2-[3-(1H-1,2,3-benzotriazol-1-yl)oxetan-3-yl]-6-{[4-methyl-1-(6-methylpyridin-3-yl)-1H-1,2,3-triazol-5-yl]methoxy}-1,2,3,4-tetrahydro-2,7-naphthyridine